(S)-N,N-BIS(4-METHOXYBENZYL)-1-PHENYLPENT-4-ENE-1-SULFONAMIDE COC1=CC=C(CN(S(=O)(=O)[C@@H](CCC=C)C2=CC=CC=C2)CC2=CC=C(C=C2)OC)C=C1